dimethylsilyl-bis(2-methyl-4,5-diisopropyl-1-indenyl)zirconium dichloride [Cl-].[Cl-].C[SiH](C)[Zr+2](C1C(=CC2=C(C(=CC=C12)C(C)C)C(C)C)C)C1C(=CC2=C(C(=CC=C12)C(C)C)C(C)C)C